1-(4-(4-chloro-2-(methylsulfonyl)benzyl)-3-oxo-3,4-dihydro-2H-benzo[b][1,4]oxazin-7-yl)-3-(1H-indol-6-yl)urea ClC1=CC(=C(CN2C3=C(OCC2=O)C=C(C=C3)NC(=O)NC3=CC=C2C=CNC2=C3)C=C1)S(=O)(=O)C